(1S,2S)-N-(7-chloro-6-(1-((3R,4R)-4-hydroxy-3-methyltetrahydrofuran-3-yl)piperidin-4-yl)isoquinolin-3-yl)-2-ethoxycyclopropane-1-carboxamide ClC1=C(C=C2C=C(N=CC2=C1)NC(=O)[C@@H]1[C@H](C1)OCC)C1CCN(CC1)[C@@]1(COC[C@@H]1O)C